NC=1C=2N(C3=CC(=C(C=C3N1)F)C(=O)N1C(CCCC1)C1=C(C=C(C=C1)C(F)(F)F)F)C=NC2 (4-amino-7-fluoroimidazo[1,5-a]quinoxalin-8-yl)(2-(2-fluoro-4-(trifluoromethyl)phenyl)piperidin-1-yl)methanone